4-[3-[2,4-Difluoro-3-(methansulfonamido)benzoyl]-1H-pyrazolo[3,4-b]pyridin-5-yl]benzamid FC1=C(C(=O)C2=NNC3=NC=C(C=C32)C3=CC=C(C(=O)N)C=C3)C=CC(=C1NS(=O)(=O)C)F